NC=1C=C(C=2N(C1)C(=C(N2)C#CCNC2=C(C=C(C(=O)NC)C=C2)OC)CC(F)(F)F)NC2CCN(CC2)C 4-[(3-{6-amino-8-[(1-methylpiperidin-4-yl)amino]-3-(2,2,2-trifluoroethyl)imidazo[1,2-a]pyridin-2-yl}prop-2-yn-1-yl)amino]-3-methoxy-N-methylbenzamide